NN1C(=NC=C1)C(C(C)OC)=O 1-(1-amino-1H-imidazol-2-yl)-2-methoxypropan-1-one